3-methyl-2-(2-oxo-1,3-diazinan-1-yl)butanamide CC(C(C(=O)N)N1C(NCCC1)=O)C